ClC1=NC=C(C(=N1)NC1CC[Si](CC1)(C)C)O 2-Chloro-4-((1,1-dimethylsilinan-4-yl)amino)pyrimidin-5-ol